N[C@H](C=1N=C2N(C=CC(=N2)C(NC(CCC(F)(F)F)=O)C2CC2)C1)C1CCC(CC1)(F)F N-((2-((S)-Amino(4,4-difluorocyclohexyl)methyl)imidazo[1,2-a]pyrimidin-7-yl)(cyclopropyl)methyl)-4,4,4-trifluorobutanamide